[2-[4-[(1-tert-butoxycarbonyl-4-fluoro-4-piperidinyl)methyl]piperazin-1-yl]-4-pyridinyl]boronic acid C(C)(C)(C)OC(=O)N1CCC(CC1)(F)CN1CCN(CC1)C1=NC=CC(=C1)B(O)O